O-benzoyl-L-homoserine C(C1=CC=CC=C1)(=O)OCC[C@H](N)C(=O)O